manganese-lithium phosphate carbon [C+4].P(=O)([O-])([O-])[O-].[Li+].[Mn+2]